(S)-α,α-Diphenyl-2-pyrrolidinethanol C1(=CC=CC=C1)C(C[C@H]1NCCC1)(O)C1=CC=CC=C1